OC[C@H](C1=CC=CC=C1)NC1=NC(=NC=C1C1=NC(=NO1)C(C)C)NC=1C=C2CCC(NC2=CC1)=O 6-[[4-[[(1S)-2-hydroxy-1-phenyl-ethyl]amino]-5-(3-isopropyl-1,2,4-oxadiazol-5-yl)pyrimidin-2-yl]amino]-3,4-dihydro-1H-quinolin-2-one